FC(C1=CC=C(CN2N=CC(=C2)C(=O)N2CC3(CN(C3)C(=O)C3(CC3)C(F)(F)F)C(C2)C(=O)O)C=C1)(F)F 6-(1-(4-(trifluoromethyl)benzyl)-1H-pyrazole-4-carbonyl)-2-(1-(trifluoromethyl)cyclopropane-1-carbonyl)-2,6-diazaspiro[3.4]octane-8-carboxylic acid